C1(CC1)N1CCN(CC1)C1CCN(CC1)C1=C(C=C(C(=C1)OC)NC1=NC=NC(=C1)N1OCC[C@@H]1C=1C(=C(C=CC1)C1=CC(=CC=C1)F)F)NC(C=C)=O (R)-N-(2-(4-(4-cyclopropylpiperazin-1-yl)piperidin-1-yl)-5-((6-(3-(2,3'-difluoro-[1,1'-biphenyl]-3-yl)isoxazolidin-2-yl)pyrimidin-4-yl)-amino)-4-methoxy-phenyl)acrylamide